C(C)(C)(C)N\C=C/1\C(OC2=CC=CC=C2C1=O)C1=C2C=CNC2=CC=C1O (Z)-3-((tert-butylamino)methylene)-2-(5-hydroxy-1H-indol-4-yl)chroman-4-one